C(C)(C)OC1=C(C(=CC=C1)OC(C)C)NC(C(=O)N[C@H](C(N[C@@H](C[C@H]1C(NCC1)=O)C(COC(F)(F)F)=O)=O)CC(C)C)=O N1-(2,6-diisopropoxyphenyl)-N2-((S)-4-methyl-1-oxo-1-(((S)-3-oxo-1-((S)-2-oxopyrrolidin-3-yl)-4-(trifluoromethoxy)butan-2-yl)amino)pentan-2-yl)oxalamide